C(C)N1C(=C(C(C2=CC=CC=C12)=O)C(=O)NC1=CC=C(C=C1)O)O 1-ethyl-2-hydroxy-N-(4-hydroxyphenyl)-4-oxoquinoline-3-carboxamide